N1C=CC2=CC=C(C=C12)C1=C(C(=O)O)C=CC=C1C#CC1=CC=C(C=C1)NC(=O)NC=1C=NC=CC1 2-(1H-indol-6-yl)-3-((4-(3-(pyridin-3-yl)ureido)phenyl)ethynyl)benzoic acid